methyl 2-[(4-{1-[(2,4-difluorophenyl)methoxy]-1H-pyrazol-3-yl}piperidin-1-yl)methyl]-1-[(1-ethyl-1H-imidazol-5-yl)methyl]-1H-benzimidazole-6-carboxylate FC1=C(C=CC(=C1)F)CON1N=C(C=C1)C1CCN(CC1)CC1=NC2=C(N1CC1=CN=CN1CC)C=C(C=C2)C(=O)OC